CC1=CC=CC(=N1)C1=C(N=CN1)C=1C=C2C=C(C=NC2=CC1)C1=NC=C(C=N1)C(=O)OCCN1CCNCC1 2-piperazin-1-ylethyl 2-[6-[5-(6-methyl-2-pyridyl)-1H-imidazol-4-yl]-3-quinolyl]pyrimidine-5-carboxylate